(R)-7-(2,6-difluoro-3,5-dimethoxyphenyl)-3-(1-methyl-4-nitro-1H-pyrazol-3-yl)-1,4,5,6,7,8-hexahydrocyclohepta[C]pyrazole FC1=C(C(=C(C=C1OC)OC)F)[C@@H]1CCCC2=C(NN=C2C2=NN(C=C2[N+](=O)[O-])C)C1